(S)-4-(3-(3-methylpyridin-2-yloxy)pyrrolidin-1-yl)biphenyl-3-carbonitrile CC=1C(=NC=CC1)O[C@@H]1CN(CC1)C1=C(C=C(C=C1)C1=CC=CC=C1)C#N